5-(2-(3-(3-(tert-butylsulfonyl)azetidin-1-yl)-4,5-difluorophenyl)cyclopropyl)-2,2'-bipyrimidine C(C)(C)(C)S(=O)(=O)C1CN(C1)C=1C=C(C=C(C1F)F)C1C(C1)C=1C=NC(=NC1)C1=NC=CC=N1